3-(2,2,2-Trifluoroethyl)imidazole-4-carboxylic acid FC(CN1C=NC=C1C(=O)O)(F)F